FC=1C=CC(=C2C=C(N(C12)CCNC1=CC=NC=N1)C)C 6-[2-(7-fluoro-2,4-dimethyl-indol-1-yl)-ethylamino]-pyrimidin